CC1(C(N(C(N1CC1=CC(=NC=C1)NC1CCOCC1)=O)C1=CC=C2C3(CN(C2=C1)C)CCC3)=O)C 5,5-dimethyl-3-(1'-methylspiro[cyclobutane-1,3'-indolin]-6'-yl)-1-((2-((tetrahydro-2H-pyran-4-yl)amino)pyridin-4-yl)methyl)imidazolidine-2,4-dione